Methyl 3-((5-bromo-2-hydroxyphenyl)sulfonamido)-2-hydroxy-5-(pentafluoro-λ6-sulfaneyl)benzoate BrC=1C=CC(=C(C1)S(=O)(=O)NC=1C(=C(C(=O)OC)C=C(C1)S(F)(F)(F)(F)F)O)O